3,4-dihydro-3-phenyl-2H-1,4-benzoxazine C1(=CC=CC=C1)C1COC2=C(N1)C=CC=C2